Butyryl-glucosamine C(CCC)(=O)C1(O)[C@H](N)[C@@H](O)[C@H](O)[C@H](O1)CO